(R)-2-(((2S,4a'R,7'R,8'S,8a'R)-2',2'-dimethyl-8'-(4-(3,4,5-trifluorophenyl)-1H-1,2,3-triazol-1-yl)octahydro-4'H-spiro[pyran-2,6'-pyrano[3,2-d][1,3]dioxin]-7'-yl)oxy)propionic acid CC1(OC[C@@H]2[C@H](O1)[C@@H]([C@H]([C@]1(O2)OCCCC1)O[C@@H](C(=O)O)C)N1N=NC(=C1)C1=CC(=C(C(=C1)F)F)F)C